3-(2-Ethylhexyl)-1,2-dimethyl-imidazolium bis(2-ethylhexyl)phosphate C(C)C(COP(=O)(OCC(CCCC)CC)[O-])CCCC.C(C)C(C[N+]1=C(N(C=C1)C)C)CCCC